5-(TERT-BUTOXYCARBONYLAMINO)-2-CHLOROPYRIDIN-4-YLBORONIC ACID C(C)(C)(C)OC(=O)NC=1C(=CC(=NC1)Cl)B(O)O